FC(C(C(F)(F)F)(S(=O)(=O)[O-])S(=O)(=O)[O-])(F)F.[K+].[K+] dipotassium perfluoroisopropanedisulfonate